CC(CCC(=O)OC(C)(C)C)(C)C tert-butyl 4,4-dimethylvalerate